OC1=C(C(=O)C2=C(C=C(C(=C2)S(=O)(=O)O)OC)O)C=C(C(=C1)OC)S(=O)(=O)O 2,2'-dihydroxy-4,4'-dimethoxy-5,5'-disulfo-benzophenone